1-(5-amino-3-chloro-2-methylbenzyl)-N,N-dimethylpiperidin-4-amine NC=1C=C(C(=C(CN2CCC(CC2)N(C)C)C1)C)Cl